BrC=1C(=C(C(=CC1)F)C(CC)=O)OC (3-bromo-6-fluoro-2-methoxyphenyl)propan-1-one